rac-(4aR,8aS)-6-[4-[2-Hydroxy-1-[4-(trifluoromethyl)phenyl]ethyl]piperazine-1-carbonyl]-4,4a,5,7,8,8a-hexahydropyrido[4,3-b][1,4]oxazin-3-one OCC(C1=CC=C(C=C1)C(F)(F)F)N1CCN(CC1)C(=O)N1C[C@@H]2[C@@H](OCC(N2)=O)CC1 |r|